SCC(CC(=O)OCC(COC(CC(C)CS)=O)(COCC(COC(CC(C)CS)=O)(COC(CC(C)CS)=O)COC(CC(C)CS)=O)COC(CC(C)CS)=O)C dipentaerythritol hexakis(3-mercapto methylbutyrate)